BrC=1C=CC=C2C(=CC(=NC12)C(=O)O)C(=O)O 8-bromoquinoline-2,4-dicarboxylic acid